COC1=CC(=CC=N1)C(F)(F)F 6-methoxy-4-(trifluoromethyl)pyridine